trans-4-chloro-N-((4-(2-(4-chloro-3-fluorophenoxy)acetamido)cyclohexyl)methyl)-3-fluorobenzamide ClC1=C(C=C(C(=O)NC[C@@H]2CC[C@H](CC2)NC(COC2=CC(=C(C=C2)Cl)F)=O)C=C1)F